tert-butyl 2-[[2-[[2-(2,6-dioxo-3-piperidyl)-4-fluoro-1-oxo-isoindolin-5-yl] methylcarbamoylamino]-5-(trifluoromethyl) phenoxy] methyl]prop-2-enoate O=C1NC(CCC1N1C(C2=CC=C(C(=C2C1)F)CNC(=O)NC1=C(OCC(C(=O)OC(C)(C)C)=C)C=C(C=C1)C(F)(F)F)=O)=O